2-[3-ethyl-sulfonyl-6-(trifluoromethyl)imidazo[1,2-a]pyridin-2-yl]-3-methyl-6-(trifluoromethyl)imidazo[4,5-b]pyridine C(C)S(=O)(=O)C1=C(N=C2N1C=C(C=C2)C(F)(F)F)C2=NC=1C(=NC=C(C1)C(F)(F)F)N2C